3-(5-(4-(4,4-Dimethoxybutan-2-yl)piperazin-1-yl)-1-oxoisoindolin-2-yl)piperidine-2,6-dione COC(CC(C)N1CCN(CC1)C=1C=C2CN(C(C2=CC1)=O)C1C(NC(CC1)=O)=O)OC